CNC[C@H](O)[C@@H](O)[C@H](O)[C@H](O)CO methyl-D-glucamine